1-cyanocyclobutane-carboxylate C(#N)C1(CCC1)C(=O)[O-]